4-(5-(3-((dimethylamino)methyl)-4-(tetrahydro-2H-pyran-4-yl)phenyl)-1H-pyrrolo[2,3-b]pyridin-3-yl)-2-methylbutan-3-yn-2-ol CN(C)CC=1C=C(C=CC1C1CCOCC1)C=1C=C2C(=NC1)NC=C2C#CC(C)(O)C